tert-butyl (R)-4-(3-ethyl-4-nitrophenyl)-3-(methoxymethyl)piperazine-1-carboxylate C(C)C=1C=C(C=CC1[N+](=O)[O-])N1[C@H](CN(CC1)C(=O)OC(C)(C)C)COC